NC1=C(N=NC(=C1)C1=C(C=CC(=C1)Cl)F)COCCO 2-((4-amino-6-(5-chloro-2-fluorophenyl)pyridazin-3-yl)methoxy)ethan-1-ol